[Zr+4].C(=O)([O-])C1=CC=C(C=C1)C1=C2NC(=C1)C=C1C=CC(=N1)C=C1C=CC(N1)=CC=1C=CC(N1)=C2.C(=O)([O-])C2=CC=C(C=C2)C2=C1NC(=C2)C=C2C=CC(=N2)C=C2C=CC(N2)=CC=2C=CC(N2)=C1.C(=O)([O-])C1=CC=C(C=C1)C1=C2NC(=C1)C=C1C=CC(=N1)C=C1C=CC(N1)=CC=1C=CC(N1)=C2.C(=O)([O-])C2=CC=C(C=C2)C2=C1NC(=C2)C=C2C=CC(=N2)C=C2C=CC(N2)=CC=2C=CC(N2)=C1 (4-carboxyphenyl)porphyrin, zirconium salt